NC1=C(C2=C(S1)CCCC2)C(=O)NCC2CC2 2-Amino-N-(cyclopropylmethyl)-4,5,6,7-tetrahydrobenzo[b]thiophene-3-carboxamide